3-Acryloxypropyl-trimethoxysilan C(C=C)(=O)OCCC[Si](OC)(OC)OC